BrC=1C(=NN(C1C1=CC=C(C=C1)F)C(C)(C)C)CC(=O)OC methyl 2-[4-bromo-1-tert-butyl-5-(4-fluorophenyl)pyrazol-3-yl]acetate